N[C@H]1C[C@H](N(CC1)C(=O)N1CC2(CCCC2)[C@@H](CC1)CN1C(C=C(C=C1)C1=C(C=CC=C1)OC)=O)C1=CC(=CC=C1)F 1-(((R)-7-((2S,4R)-4-amino-2-(3-fluorophenyl)piperidine-1-carbonyl)-7-azaspiro[4.5]dec-10-yl)methyl)-4-(2-methoxyphenyl)pyridin-2(1H)-one